N[C@H](C1=C(C=CC(=C1)F)O)C1=CC=C(C=C1)Cl (S)-2-(amino(4-chlorophenyl)methyl)-4-fluorophenol